C(C)(C)(C)OC(=O)N1C[C@@H]([C@@H](CC1)N1N=CC(=C1)C=1C(=C2CC[C@@H](N(C2=CC1)C(=O)OC)C)OC1CCC1)F methyl (S)-6-(1-((3S,4R)-1-(tert-butoxycarbonyl)-3-fluoropiperidin-4-yl)-1H-pyrazol-4-yl)-5-cyclobutoxy-2-methyl-3,4-dihydroquinoline-1(2H)-carboxylate